(3,5-difluorobenzyl)-N-hydroxy-2,2-dimethylbutyramide FC=1C=C(CC(C(C(=O)NO)(C)C)C)C=C(C1)F